5-(4-cyanophenyl)-N-methyl-[1,2,4]triazolo[1,5-a]pyridine-7-carboxamide C(#N)C1=CC=C(C=C1)C1=CC(=CC=2N1N=CN2)C(=O)NC